(S)-N-(2-chloroethyl)-2-(cyanomethyl)-4-(7-(8-methylnaphthalen-1-yl)-2-(((S)-1-methylpyrrolidin-2-yl)methoxy)-5,6,7,8-tetrahydropyrido[3,4-d]pyrimidin-4-yl)piperazine-1-carboxamide ClCCNC(=O)N1[C@H](CN(CC1)C=1C2=C(N=C(N1)OC[C@H]1N(CCC1)C)CN(CC2)C2=CC=CC1=CC=CC(=C21)C)CC#N